BrC1=CC=C(C=N1)C(CC1(CC(C1)(F)F)CCNC(OC(C)(C)C)=O)=O tert-butyl (2-(1-(2-(6-bromopyridin-3-yl)-2-oxoethyl)-3,3-difluoro-cyclobutyl)ethyl)carbamate